NC1CN(CC1)S(=O)(=O)C=1C=CC(=NC1)NC=1N=CC2=C(N1)N(C(C(=C2)CC)=O)C2CCCC2 2-[5-(3-Amino-pyrrolidine-1-sulfonyl)-pyridin-2-ylamino]-8-cyclopentyl-6-ethyl-8H-pyrido[2,3-d]pyrimidin-7-one